N=1SN=C2N=CC(=CC21)C2=CC(=C(N)C=C2Cl)F 4-([1,2,5]Thiadiazolo[3,4-b]pyridine-6-yl)-5-chloro-2-fluoroaniline